N-{3-[(1S)-1-{[6-(3,4-DIMETHOXYPHENYL)PYRAZIN-2-YL]AMINO}ETHYL]PHENYL}-5-METHYLPYRIDINE-3-CARBOXAMIDE COC=1C=C(C=CC1OC)C1=CN=CC(=N1)N[C@@H](C)C=1C=C(C=CC1)NC(=O)C=1C=NC=C(C1)C